(R)-2-((R)-1-aminopropan-2-yl)-5-(4-chloro-3-(trifluoromethyl)benzoyl)-6-methyl-4,5,6,7-tetrahydro-2H-pyrazolo[4,3-c]Pyridine-3-carboxylic acid ethyl ester hydrochloride Cl.C(C)OC(=O)C=1N(N=C2C1CN([C@@H](C2)C)C(C2=CC(=C(C=C2)Cl)C(F)(F)F)=O)[C@@H](CN)C